Cl.CC1=C(C=CC=C1C(F)(F)F)[C@@H](C)N (1R)-1-(2-methyl-3-trifluoromethylphenyl)ethylamine hydrochloride